tetramethyl-ammonium nitrite N(=O)[O-].C[N+](C)(C)C